8-((2-hydroxyethyl)sulfonyl)-1,3,7-trimethyl-3,7-dihydro-1H-purine-2,6-dione OCCS(=O)(=O)C1=NC=2N(C(N(C(C2N1C)=O)C)=O)C